C(CCC)NCC(O)C1=C(C(=CC=C1)F)F 2-(Butylamino)-1-(2,3-difluorophenyl)ethan-1-ol